CC1=NC(=NC=2N([C@H](C(NC12)=O)C)C)NCC=1C=NN(C1)CCC1=CC(=C(C(=C1)F)F)F (7S)-4,7,8-trimethyl-2-(((1-(3,4,5-trifluorophenethyl)-1H-pyrazol-4-yl)methyl)amino)-7,8-dihydropteridin-6(5H)-one